2-methyl-4-(pyrrolidin-1-yl)quinoline CC1=NC2=CC=CC=C2C(=C1)N1CCCC1